[K].C1CCC2=C(C=3CCCC3C=C12)NC(=O)NS(=O)(=O)CC1CCN(CC1)C N-((1,2,3,5,6,7-Hexahydro-s-indacen-4-yl)carbamoyl)-1-(1-methylpiperidin-4-yl)methanesulfonamide, Potassium Salt